3-(benzyloxy)-1-hydroxy-N-((1S)-3-hydroxy-4,4-dimethoxy-1-(pyrazin-2-yl)butyl)cyclobutane-1-carboxamide C(C1=CC=CC=C1)OC1CC(C1)(C(=O)N[C@@H](CC(C(OC)OC)O)C1=NC=CN=C1)O